1-(4-(tert-butylamino)-1,7-naphthyridin-2-yl)ethanone C(C)(C)(C)NC1=CC(=NC2=CN=CC=C12)C(C)=O